N-(3,4-bis((t-butyldimethylsilyl)oxy)phenethyl)methacrylamide [Si](C)(C)(C(C)(C)C)OC=1C=C(CCNC(C(=C)C)=O)C=CC1O[Si](C)(C)C(C)(C)C